NC1=NC=2C=CC(=CC2C2=C1C(=NN2C)C)C(=O)N(OC)CC2=CC(=C(C=C2)Cl)OC 4-amino-N-(4-chloro-3-methoxybenzyl)-N-methoxy-1,3-dimethyl-1H-pyrazolo[4,3-c]quinoline-8-carboxamide